3-(3-((1R)-1-amino-2-fluoro-2,3-dihydro-1H-inden-5-yl)-5-(1H-pyrazol-1-yl)-3H-imidazo[4,5-b]pyridin-2-yl)pyridin-2-amine N[C@H]1C(CC2=CC(=CC=C12)N1C(=NC=2C1=NC(=CC2)N2N=CC=C2)C=2C(=NC=CC2)N)F